N[C@H]1[C@@H]2N(C[C@H]1CC2)C(=O)C2=CC1=C(N(C(=N1)C=1N(C3=C(C=CC=C3C1)C1CC(C1)C(=O)N)CC1CC1)C)C(=C2)OC 3-(2-{5-[(1R,4R,7R)-7-Amino-2-azabicyclo[2.2.1]heptan-2-carbonyl]-7-methoxy-1-methyl-1H-1,3-benzodiazol-2-yl}-1-(cyclopropylmethyl)-1H-indol-7-yl)cyclobutan-1-carboxamid